(4-(4-(benzyloxy)-3-isopropylbenzyl)-3,5-dimethylphenoxy)-N-(oxetan-3-yl)acetamide C(C1=CC=CC=C1)OC1=C(C=C(CC2=C(C=C(OCC(=O)NC3COC3)C=C2C)C)C=C1)C(C)C